C12(CC3CC(CC(C1)C3)C2)N2CCN(CC2)CCCSC2=C3C(N(C(=NC3=CC=C2)C)C2C(NC(CC2)=O)=O)=O 3-(5-((3-(4-((3s,5s,7s)-adamantan-1-yl)piperazin-1-yl)propyl)thio)-2-methyl-4-oxoquinazolin-3(4H)-yl)piperidine-2,6-dione